di-propenylphenylacetic acid C(=CC)C(C(=O)O)(C1=CC=CC=C1)C=CC